C(C)(=O)C1=CC=C(OCCCC(=O)O)C=C1 4-(E-4'-acetylphenoxy)butanoic acid